ClC=1C=C(C=CC1C=1N(C2=NC=NC(=C2N1)OC1(CC1)C)CC1=NC=CC(=C1)C)C(=O)N1CC(C1)(C)O (3-chloro-4-(6-(1-methylcyclopropoxy)-9-((4-methylpyridin-2-yl)methyl)-9H-purin-8-yl)phenyl)(3-hydroxy-3-methylazetidin-1-yl)methanone